FC1=CC=C2C=C(NC2=C1)CNCCCCNCCNC1=NC2=C(C3=CN=CC=C13)C=CC(=C2)C(=O)N 5-((2-((4-(((6-Fluoro-1H-indol-2-yl)methyl)amino)butyl)amino)ethyl)amino)benzo[c][2,6]naphthyridine-8-carboxamide